tert-butyl 4-[(2-ethyl-3-oxo-4H-quinoxalin-6-yl) methyl]piperazine-1-carboxylate C(C)C1=NC2=CC=C(C=C2NC1=O)CN1CCN(CC1)C(=O)OC(C)(C)C